ClC1=C(C=C(C=C1)Cl)C1=CN=C(O1)CSC1=NC(=NC(=N1)N(C)C)N 6-({[5-(2,5-Dichlorophenyl)-1,3-oxazol-2-yl]methyl}thio)-N,N-dimethyl-1,3,5-triazin-2,4-diamin